1-benzyl 2-methyl (R)-4-oxopiperidine-1,2-dicarboxylate O=C1C[C@@H](N(CC1)C(=O)OCC1=CC=CC=C1)C(=O)OC